2,4-diphenyl-6-[8-(4,4,5,5-tetramethyl-[1,3,2]dioxaborolan-2-yl)dibenzofuran-1-yl]-[1,3,5]triazine C1(=CC=CC=C1)C1=NC(=NC(=N1)C1=CC=CC=C1)C1=CC=CC=2OC3=C(C21)C=C(C=C3)B3OC(C(O3)(C)C)(C)C